FC(OC1=CC=C(C=C1)C(C)N1C(C=2N(C(C1)C(NC)=O)N=C1C2CN([C@@H](C1)C)C(=O)OC(C)(C)C)=O)F (3R)-tert-Butyl 9-(1-(4-(difluoromethoxy) phenyl) ethyl)-3-methyl-7-(methylcarbamoyl)-10-oxo-3,4,7,8,9,10-hexahydropyrido[4',3':3,4]pyrazolo[1,5-a]pyrazine-2(1H)-carboxylate